NC1(CCC1)CC#N 2-(1-aminocyclobutyl)acetonitrile